6-((1-methyl-1H-1,2,4-triazol-3-yl)methyl)-3-(methylthio)-4-(2,4,5-trifluorobenzyl)-1,2,4-triazin-5(4H)-one CN1N=C(N=C1)CC=1C(N(C(=NN1)SC)CC1=C(C=C(C(=C1)F)F)F)=O